Cl.C(C1=CC=CC=C1)C1=CC2=C(C=N1)C(CN2C(CN2[C@H](CN[C@@H](C2)C)CN2N=CC(=C2)F)=O)(C)C 1-{6-Benzyl-3,3-dimethyl-1H,2H,3H-pyrrolo[3,2-c]pyridin-1-yl}-2-[(2R,5R)-2-[(4-fluoro-1H-pyrazol-1-yl)methyl]-5-methylpiperazin-1-yl]ethan-1-one hydrochloride